N-[(2E)-3-[(3-fluoro-4-methoxyphenyl)[(2-fluoroethyl)imino]oxo-λ6-sulfanyl]prop-2-en-1-yl]-2-oxo-1,2-dihydroquinoline-3-carboxamide FC=1C=C(C=CC1OC)S(/C=C/CNC(=O)C=1C(NC2=CC=CC=C2C1)=O)(=O)=NCCF